CC([O-])C.C(C)(C)(C)O[Zr](OC(C)(C)C)(OC(C)(C)C)OC(C)(C)C.[Zr+4].CC([O-])C.CC([O-])C.CC([O-])C Zirconium tetra(tertiary butoxy)zirconium isopropoxide